Dodecadienal C(C=CC=CCCCCCCC)=O